C1(CC1)C1(OCC1)CN1[C@@H](CCN2C1=NC(=CC2=O)N2[C@@H](COCC2)C)C(F)(F)F (S)-9-(2-Cyclopropyl-oxetan-2-ylmethyl)-2-((R)-3-methyl-morpholin-4-yl)-8-trifluoromethyl-6,7,8,9-tetrahydropyrimido[1,2-a]pyrimidin-4-one